(E)-2-octylideneazide CC(CCCCCC)(N=[N+]=[N-])N=[N+]=[N-]